(R)-2-Hydroxy-4-(2-methylpiperazin-1-yl)benzaldehyde OC1=C(C=O)C=CC(=C1)N1[C@@H](CNCC1)C